FC1=C(C=C2C(CC(C2=C1)(C)C)C1=C(C=C(C=C1)OCCCS(=O)(=O)C)C(F)(F)F)CO (6-fluoro-1,1-dimethyl-3-(4-(3-(methylsulfonyl)propoxy)-2-(trifluoromethyl)phenyl)-2,3-dihydro-1H-inden-5-yl)methanol